COC1=CC=2[C@@]34C([C@H](CC2C=C1NC(=O)[C@H]1NCCC1)N(CC4)C)CCCC3 (2S)-N-[(1S,9S)-4-methoxy-17-methyl-17-azatetracyclo[7.5.3.01,10.02,7]heptadeca-2(7),3,5-trien-5-yl]pyrrolidine-2-carboxamide